cis-1-Boc-2,6-dimethyl-piperazine C(=O)(OC(C)(C)C)N1[C@H](CNC[C@H]1C)C